CN1N=C2N=CC(=CC2=C1)C1=NC2=CC(=NC=C2C=C1)C(=O)N1CCCCC1 (2-(2-methyl-2H-pyrazolo[3,4-b]pyridin-5-yl)-1,6-naphthyridin-7-yl)(1-piperidinyl)methanone